N=1N=CN2C1C=CC(=C2)NC(CN2N=C(C(=CC2=O)Cl)C(C)C)=O N-([1,2,4]triazolo[4,3-a]pyridin-6-yl)-2-(4-chloro-3-isopropyl-6-oxopyridazin-1(6H)-yl)acetamide